N(N)C=1C=CC2=C(N(C=N2)CC2=CC=C(C=C2)OC)C1 6-hydrazino-1-(4-methoxybenzyl)-1H-benzo[d]imidazole